C(N)(=O)C1=CC=C(S1)[C@H]1N(C[C@@H](CC1)C)C(C(=O)NC=1C=C(C=NC1)C(=O)N)=O 5-[[2-[(2S,5R)-2-(5-carbamoyl-2-thienyl)-5-methyl-1-piperidyl]-2-oxo-acetyl]amino]pyridine-3-carboxamide